N1(CCC1)NC(=O)C1=CC(=NC(=C1)C(C)=O)CCC(C)=O N-azetidinyl-2,6-diacetylethylpyridine-4-carboxamide